C(C1=CC=CC=C1)N1N=CC(=C1C)Br 1-benzyl-4-bromo-5-methyl-1H-pyrazole